3-Chloroisoquinolin-5-ol ClC=1N=CC=2C=CC=C(C2C1)O